C1=CC=CC=2N(C3=C(C=CC21)C=CC=C3)CC3=NC=C(C=N3)C(=O)NO 2-((5H-dibenzo[b,f]azepin-5-yl)methyl)-N-hydroxypyrimidine-5-carboxamide